NC1=C(N=C2N1C=CC=C2C2=C(C=CC=C2OC)F)C(=O)N(CC2=CC=C(C=C2)OC)CCCF 3-amino-8-(2-fluoro-6-methoxyphenyl)-N-(3-fluoropropyl)-N-(4-methoxybenzyl)imidazo[1,2-a]pyridine-2-carboxamide